CC1=CSC2=C1CNCC21CC1 3'-Methyl-5',6'-dihydro-4'H-spiro[cyclopropane-1,7'-thieno[3,2-c]pyridin]